3-{2-[(2-cyclopropylethyl)amino]-6-(5-{[(3S)-3-methylpiperidin-1-yl]methyl}-7-(trifluoromethyl)-1,3-benzoxazol-2-yl)pyridin-4-yl}-4-(4-methyl-1,2,4-triazol-3-yl)benzonitrile C1(CC1)CCNC1=NC(=CC(=C1)C=1C=C(C#N)C=CC1C1=NN=CN1C)C=1OC2=C(N1)C=C(C=C2C(F)(F)F)CN2C[C@H](CCC2)C